C(#N)C=1C=C(C=CC1)C1=NN2C(N=C(C=C2)C(=O)NCC(C)(C)O)=C1C1=CC(=NC(=C1)C)OC 2-(3-cyanophenyl)-N-(2-hydroxy-2-methyl-propyl)-3-(2-methoxy-6-methyl-4-pyridinyl)pyrazolo[1,5-a]pyrimidine-5-carboxamide